C1(CC1)CN1N=CC(=C1)C=1NC=2N(C(C1C(C)C)=O)N=CC2C#N 5-(1-(cyclopropylmethyl)-1H-pyrazol-4-yl)-6-isopropyl-7-oxo-4,7-dihydropyrazolo[1,5-a]pyrimidine-3-carbonitrile